C(C)(=O)N1CCN(CC1)CC(=O)N[C@H](C(=O)N[C@H](C(=O)O)CC1=CC=C(C=C1)OC)C (2S)-2-[(2S)-2-[2-(4-acetylpiperazin-1-yl)acetamido]propionamido]-3-(4-methoxyphenyl)propanoic acid